tert-butyl-((2-nitro-6-(trifluoromethyl) phenyl) amino) azetidine-1-carboxylate N1(CCC1)C(=O)ON(C1=C(C=CC=C1C(F)(F)F)[N+](=O)[O-])C(C)(C)C